1-(4-amino-2-(4-methylpentyl)-1H-imidazo[4,5-c]quinolin-1-yl)-2-methylpropan-2-ol NC1=NC=2C=CC=CC2C2=C1N=C(N2CC(C)(O)C)CCCC(C)C